N-[[5-[1-[2,6-difluoro-4-(1-methylethyl)phenyl]-1H-pyrazol-3-yl]-2-methylphenyl]methyl]carbamic acid methyl ester COC(NCC1=C(C=CC(=C1)C1=NN(C=C1)C1=C(C=C(C=C1F)C(C)C)F)C)=O